FC1=C(C(NC(N1[C@H]1C[C@H](O)[C@@H](CO)O1)=O)=O)F difluoro-deoxyuridine